Cl.CC1N(CCNC1)C1=NC=C(N=C1)C(F)(F)F 2-(2-methylpiperazin-1-yl)-5-(trifluoromethyl)pyrazine hydrochloride